CO\N=C(/C)\C=1C=C2CN(CC2=CC1)CC=1OC=C(C(C1)=O)OCC1CCN(CC1)S(=O)(=O)C (E)-2-((5-(1-(Methoxyimino)ethyl)isoindolin-2-yl)methyl)-5-((1-(methylsulfonyl)piperidin-4-yl)methoxy)-4H-pyran-4-one